2,4,6-trimethyl-3-cyclohexen-1-carboxaldehyde CC1C(C(CC(=C1)C)C)C=O